benzyl 2-(3-ethyL 4-(methoxycarbonyl)phenyl)piperazine-1-carboxylate C(C)C=1C=C(C=CC1C(=O)OC)C1N(CCNC1)C(=O)OCC1=CC=CC=C1